BrC=1C(=CC=C2C=CNC12)Cl 7-bromo-6-chloro-1H-indole